(2R)-1-(2,6-difluorobenzyl)-4-((3-fluoro-6-((5-methyl-1H-pyrazol-3-yl)amino)pyridin-2-yl)methyl)-2-methylpiperidine-4-carboxylic acid FC1=C(CN2[C@@H](CC(CC2)(C(=O)O)CC2=NC(=CC=C2F)NC2=NNC(=C2)C)C)C(=CC=C1)F